O1CCN(CC1)C1=CC=C(C=C1)NC(CC)=O N-(4-morpholinophenyl)propanamide